1-(3-(6-(dimethylamino)-3-(4-(trifluoromethyl)phenyl)-1H-pyrazolo[3,4-b]pyridin-1-yl)-azetidin-1-yl)prop-2-en-1-one CN(C1=CC=C2C(=N1)N(N=C2C2=CC=C(C=C2)C(F)(F)F)C2CN(C2)C(C=C)=O)C